OCCNC(C)=O N-2-hydroxyethylacetamide